COCCC=1C=CC=2N(C1)N=CC2C(=O)N2[C@H](C1=C(CC2)NC=N1)C1=NN2C(C(=CC=C2)C)=C1 (R)-(6-(2-methoxyethyl)pyrazolo[1,5-a]pyridin-3-yl)(4-(4-methylpyrazolo[1,5-a]pyridin-2-yl)-6,7-dihydro-1H-imidazo[4,5-c]pyridin-5(4H)-yl)methanone